N1CCC2CCCCC12 octahydroindole